C1(CC(C(CC1)C(C)C)C(=O)N)C para-menthancarboxamide